N-propyl-1-[[5-[5-(trifluoromethyl)-1,2,4-oxadiazol-3-yl]-2-thienyl]methyl]pyrazole-4-carboxamide C(CC)NC(=O)C=1C=NN(C1)CC=1SC(=CC1)C1=NOC(=N1)C(F)(F)F